C(=O)O.C(C)C1=C(C(=O)NCCOCCN2CCCC2)C=CC(=C1)NC=1C=2N(C=CN1)C(=CN2)C=2C(=NN(C2)CCF)C(F)(F)F 2-ethyl-4-((3-(1-(2-fluoroethyl)-3-(trifluoromethyl)-1H-pyrazol-4-yl)imidazo[1,2-a]pyrazin-8-yl)amino)-N-(2-(2-(pyrrolidin-1-yl)ethoxy)ethyl)benzamide formate